6-(2-chloro-4-fluoro-5-methoxy-phenyl)-3-(5-chloro-4-isoquinolinyl)-1-(hydroxymethyl)thieno[3,2-d]pyrimidine-2,4-dione ClC1=C(C=C(C(=C1)F)OC)C1=CC=2N(C(N(C(C2S1)=O)C1=CN=CC2=CC=CC(=C12)Cl)=O)CO